C(=O)OCC(C)C 1-isobutyl formate